3-(2-chloro-7-((2-(trimethylsilyl)ethoxy)methyl)-7H-pyrrolo[2,3-d]pyrimidin-4-yl)benzaldehyde ClC=1N=C(C2=C(N1)N(C=C2)COCC[Si](C)(C)C)C=2C=C(C=O)C=CC2